COC(CCC[C@@H](C)[C@H]1CC[C@H]2C3=C(C[C@H]4C[C@H](CC[C@@]4([C@H]3CC[C@]12C)C)OC(C)=O)F)=O (R)-5-((3S,5R,9R,10S,13R,14R,17R)-3-acetoxy-7-fluoro-10,13-dimethyl-2,3,4,5,6,9,10,11,12,13,14,15,16,17-tetradecahydro-1H-cyclopenta[a]phenanthrene-17-yl)hexanoic acid methyl ester